O=C1NCCC=C1C(N)=S 2-oxo-1,2,5,6-tetrahydropyridine-3-carbothioamide